5-Benzoyl-4-hydroxy-2-methoxybenzenesulphonic acid, sodium salt [Na+].C(C1=CC=CC=C1)(=O)C=1C(=CC(=C(C1)S(=O)(=O)[O-])OC)O